C(C)(C)(C)OC(=O)N1[C@H](CN[C@@H](C1)C1=CC(=CC(=C1)Cl)Br)C.C1(CCCC1)C1=NC(=NO1)[C@@H]1C([C@H]1C1=CC=C(C=C1)S(=O)(=O)N)(C)C |&1:8,11| 4-[(1S,3S)-3-(5-cyclopentyl-1,2,4-oxadiazol-3-yl)-2,2-dimethylcyclopropyl]benzenesulfonamide tert-butyl-rac-(2S,5R)-5-(3-bromo-5-chloro-phenyl)-2-methyl-piperazine-1-carboxylate